C(C)(C)(C)OC(=O)NC1=CC(=C(C=C1)C1=C(COC1)C(=O)OC)F methyl 4-(4-((tert-butoxycarbonyl) amino)-2-fluorophenyl)-2,5-dihydrofuran-3-carboxylate